methylglyoxal diacetate C(C)(=O)O.C(C)(=O)O.CC(=O)C=O